1,3-bis(2-aminoethyl)imidazoline NCCN1CN(CC1)CCN